4-iodo-2-(6-azaspiro[2.5]octan-6-yl)-N-(1-((1-(trifluoromethyl)cyclopropyl)methyl)-1H-pyrazolo[3,4-b]pyridin-6-yl)benzamide IC1=CC(=C(C(=O)NC2=CC=C3C(=N2)N(N=C3)CC3(CC3)C(F)(F)F)C=C1)N1CCC3(CC3)CC1